C(C)C(COP(O)(=O)C1=CC=C(C=C1)CCCCCCCCC)CCCC (2-ethylhexyl)(p-nonylphenyl)phosphonic acid